FC(C(C)(C)O)(F)C=1C(=C(C=CC1)[C@@H](C)NC1=NC(=NC2=CC3=C(C=C12)N(C(C31COCC1)=O)C)C)F 4'-(((R)-1-(3-(1,1-difluoro-2-hydroxy-2-methylpropyl)-2-fluorophenyl)ethyl)amino)-2',6'-dimethyl-4,5-dihydro-2H-spiro[furan-3,8'-pyrrolo[2,3-g]quinazoline]-7'(6'H)-one